3,5-dimethoxypyridine-4-carbaldehyde COC=1C=NC=C(C1C=O)OC